C(C)SC=1C=C(C=NC1C=1N=C2N(C(N(C(=C2)C(F)(F)F)C)=O)C1)C(C#N)(C)C 2-[5-ethylsulfanyl-6-[6-methyl-5-oxo-7-(trifluoromethyl)imidazo[1,2-c]pyrimidin-2-yl]-3-pyridyl]-2-methyl-propanenitrile